ClC1=C(C=CC=C1C(F)(F)F)CC(=O)NC1=CC(=C(C=C1)N1N=CC(=C1)C(F)(F)F)S(N)(=O)=O 2-[2-Chloro-3-(trifluoromethyl)phenyl]-N-{3-sulfamoyl-4-[4-(trifluoromethyl)-1H-pyrazol-1-yl]phenyl}acetamide